C(C)OC(=O)C1(CC(=NO1)C1=C(C=C(C(=C1)C1=NC=CC=C1Cl)F)Cl)C 3-[2-chloro-5-(3-chloro-2-pyridinyl)-4-fluoro-phenyl]-5-methyl-4H-isoxazole-5-carboxylic acid ethyl ester